ClC1=NC(=NC=C1OCC(F)F)N 4-chloro-5-(2,2-difluoroethoxy)pyrimidin-2-amine